Cl.N[C@H](C)C1=NC=C(C=N1)C#N (R)-2-(1-aminoethyl)pyrimidine-5-carbonitrile hydrochloride